5-methyl-5-methoxy-2(5H)-furanone CC1(C=CC(O1)=O)OC